N-(4-(4-chloro-3-(cyclopropane-carboxamido)phenyl)but-3-yn-2-yl)piperazine-1-carboxamide ClC1=C(C=C(C=C1)C#CC(C)NC(=O)N1CCNCC1)NC(=O)C1CC1